5,10,15,20-tetrakis(4-sulfonylphenyl)porphyrin iron [Fe].S(=O)(=O)=C1CC=C(C=C1)C=1C2=CC=C(N2)C(=C2C=CC(C(=C3C=CC(=C(C=4C=CC1N4)C4=CCC(C=C4)=S(=O)=O)N3)C3=CCC(C=C3)=S(=O)=O)=N2)C2=CCC(C=C2)=S(=O)=O